ClC=1C=C(C=O)C=C(C1O)Cl 3,5-dichloro-4-hydroxyl-benzaldehyde